CSC=1C(=C(C)C=C(C1N)SC)N 3,5-dimethylthio-2,4-tolylenediamine